2-(4-chloro-1H-pyrazol-1-yl)-N-(4,4-difluorobut-3-en-1-yl)acetamide 3,4,4-trifluorobut-3-en-1-yl-2-(1H-benzo[d]imidazol-1-yl)acetate FC(CCOC(CN1C=NC2=C1C=CC=C2)=O)=C(F)F.ClC=2C=NN(C2)CC(=O)NCCC=C(F)F